N6-(2-aminoethyl)-N4-[(2,4-dimethoxyphenyl)methyl]-1-methyl-1H-pyrazolo[3,4-d]pyrimidine-4,6-diamine NCCNC1=NC(=C2C(=N1)N(N=C2)C)NCC2=C(C=C(C=C2)OC)OC